ClC=1C(=NC(=NC1)NC1=C(C=C(C=C1)N1CCC(CC1)NCCCSC1=C2CN(C(C2=CC=C1)=O)C1C(NC(CC1)=O)=O)OC)NC1=C(C=CC=C1)P(=O)(OC)OC 3-(4-((3-((1-(4-((5-chloro-4-((2-(dimethylphosphono)phenyl)amino)pyrimidin-2-yl)amino)-3-methoxyphenyl)piperidin-4-yl)amino)propyl)thio)-1-oxoisoindolin-2-yl)piperidine-2,6-dione